tert-Butyl ((1-(4-formylpyrimidin-2-yl)piperidin-4-yl)methyl)carbamate C(=O)C1=NC(=NC=C1)N1CCC(CC1)CNC(OC(C)(C)C)=O